ClC=1N=NC(=C(C1CC(CO)OCCN(C(OC(C)(C)C)=O)C)C)Cl tert-butyl N-(2-{[1-(3,6-dichloro-5-methylpyridazin-4-yl)-3-hydroxypropan-2-yl]oxy}ethyl)-N-methylcarbamate